ClCC(=O)NC1=NNC2=NC=C(C=C21)C2=CC=C(C=C2)S(=O)(=O)C(C)C 2-chloro-N-(5-(4-(isopropylsulfonyl)phenyl)-1H-pyrazolo[3,4-b]pyridin-3-yl)acetamide